N-(2-(3-((5-fluoro-2-methoxy-4-(methylsulfonyl)phenyl)amino)prop-1-yn-1-yl)-3-(2,2,2-trifluoroethyl)benzo[b]thiophen-7-yl)-1-methylpiperidin-4-amine FC=1C(=CC(=C(C1)NCC#CC1=C(C2=C(S1)C(=CC=C2)NC2CCN(CC2)C)CC(F)(F)F)OC)S(=O)(=O)C